diisobutyl-naphthalenesulfonate C(C(C)C)C=1C(=C(C2=CC=CC=C2C1)S(=O)(=O)[O-])CC(C)C